C1(=CC=CC=C1)C(N1N=C(N=N1)COC=1C=CC2=C(N=C(S2)N)C1)(C1=CC=CC=C1)C1=CC=CC=C1 5-{[2-(triphenylmethyl)-2H-1,2,3,4-tetrazol-5-yl]methoxy}-1,3-benzothiazol-2-amine